COC(NCC)=O ethylcarbamic acid methyl ester